CNC1=CC=CC2=CC=CC=C12 N-methylnaphthylamine